7-[[1-(2-hydroxyethyl)pyrazol-4-yl]amino]-1-methyl-3-(4-methyl-4-piperidyl)-4H-pyrimido[4,5-d]pyrimidin-2-one OCCN1N=CC(=C1)NC1=NC=C2C(=N1)N(C(N(C2)C2(CCNCC2)C)=O)C